O[C@H]1C[C@@H]2[C@]3(CCCC[C@H]3CC[C@H]2[C@@H]2CC[C@H]([C@@H](CCC)C)[C@@]12C)C 12a-hydroxy-5β-cholan